N-(2-methoxy-4-(1-phenylcyclopentane-1-carboxamido)phenyl)-3-chlorobenzamide COC1=C(C=CC(=C1)NC(=O)C1(CCCC1)C1=CC=CC=C1)NC(C1=CC(=CC=C1)Cl)=O